BrC=1C=C2N(N=CC=C2N2C(C(C(C2)C(F)F)(C#N)C2CC2)=O)C1 1-(6-bromopyrrolo[1,2-b]pyridazin-4-yl)-3-cyclopropyl-4-(difluoromethyl)-2-oxopyrrolidine-3-carbonitrile